FC(OC1=C(C=CC(=C1F)F)[C@H]1C(O[C@]([C@H]1C)(C(F)(F)F)C)C(=O)NC1=C[C@@H]([N+](C=C1)=O)C(=O)N)F (2r,3s,4s,5r)-4-[[3-[2-(difluoromethoxy)-3,4-difluoro-phenyl]-4,5-dimethyl-5-(trifluoromethyl)tetrahydrofuran-2-carbonyl]amino]-1-oxo-pyridin-1-ium-2-carboxamide